2-(3-((tert-butyldimethylsilyl)oxy)tetrahydrofuran-3-yl)pyridin-4-amine [Si](C)(C)(C(C)(C)C)OC1(COCC1)C1=NC=CC(=C1)N